tert-butyl 4-(1-(3-(2,6-bis(benzyloxy)pyridin-3-yl)-1-methyl-1H-indazol-7-yl)piperidin-4-yl)piperazine-1-carboxylate C(C1=CC=CC=C1)OC1=NC(=CC=C1C1=NN(C2=C(C=CC=C12)N1CCC(CC1)N1CCN(CC1)C(=O)OC(C)(C)C)C)OCC1=CC=CC=C1